3-[(1R)-1-[[6-[2-(5-azidopentoxy)pyrimidin-5-yl]-3-chloro-7-fluoro-2-methyl-1,5-naphthyridin-4-yl]amino]ethyl]-4-fluoro-benzonitrile N(=[N+]=[N-])CCCCCOC1=NC=C(C=N1)C=1N=C2C(=C(C(=NC2=CC1F)C)Cl)N[C@H](C)C=1C=C(C#N)C=CC1F